4-((1-methyl-1H-1,2,4-triazol-5-yl)methyl)oxazol CN1N=CN=C1CC=1N=COC1